(S)-1-(6-(2-(4-(trifluoromethyl)benzyl)-2H-indazol-5-yl)pyridin-2-yl)ethane-1,2-diol FC(C1=CC=C(CN2N=C3C=CC(=CC3=C2)C2=CC=CC(=N2)[C@@H](CO)O)C=C1)(F)F